CNC(=O)C1=NC=C(C=C1)C1=CC=C(C=C1)S(=O)(=N)[C@@H]1CC[C@H](CC1)NC1=CC=C(C=C1)S(F)(F)(F)(F)F N-methyl-5-(4-{[trans-4-{[4-(pentafluoro-λ6-sulfanyl)phenyl]Amino}cyclohexyl]sulfonimidoyl}phenyl)pyridine-2-carboxamide